6-(trifluoromethyl)-7H-pyrrolo[2,3-d]pyrimidin-4-ol FC(C1=CC2=C(N=CN=C2O)N1)(F)F